6-amino-2-(3,5-dichloro-4-((2'-oxospiro[cyclohexane-1,3'-indoline]-5'-yl)oxy)phenyl)-1,2,4-triazine-3,5(2h,4h)-dione NC=1C(NC(N(N1)C1=CC(=C(C(=C1)Cl)OC=1C=C2C3(C(NC2=CC1)=O)CCCCC3)Cl)=O)=O